C1(CCCC1)N1C=C(C(C(=C1C)C1=CC=C(C=C1)F)=O)C(=O)NC1=CC(=C(C=C1)OC1=CC=NC2=CC(=C(N=C12)OC)OC)F 1-cyclopentyl-N-[4-[(6,7-dimethoxy-1,5-naphthyridin-4-yl)oxy]-3-fluorophenyl]-5-(4-fluorophenyl)-6-methyl-4-oxopyridine-3-carboxamide